C(C)OS(=O)(=O)CC diethyl-Sulfonic acid